4-(2-{5-[(7R)-7-amino-2-azabicyclo[2.2.1]heptane-2-carbonyl]-7-methoxy-1-methyl-1H-1,3-benzodiazol-2-yl}-1-(cyclopropylmethyl)-1H-pyrrolo[2,3-b]pyridin-6-yl)-2-fluoro-6-methoxyphenol N[C@H]1C2N(CC1CC2)C(=O)C2=CC1=C(N(C(=N1)C1=CC=3C(=NC(=CC3)C3=CC(=C(C(=C3)OC)O)F)N1CC1CC1)C)C(=C2)OC